2,6-diazaspiro[3.4]octane-6-carboxamide C1NCC12CN(CC2)C(=O)N